(1S,2S)-N-(6-(5-chloro-6-fluoro-7-(morpholinylamino)-1H-indazol-4-yl)imidazo[1,2-a]pyrazin-2-yl)-2-fluorocyclopropane-1-carboxamide ClC=1C(=C2C=NNC2=C(C1F)NN1CCOCC1)C=1N=CC=2N(C1)C=C(N2)NC(=O)[C@H]2[C@H](C2)F